(6,7-dichloro-9-ethynyl-1-methyl-1,3,4,5-tetrahydro-2H-pyrido[4,3-b]indol-2-yl)(5-methoxypyrimidin-2-yl)methanone ClC1=C(C=C(C=2C3=C(NC12)CCN(C3C)C(=O)C3=NC=C(C=N3)OC)C#C)Cl